ethyl (1S,3R,4R)-2-azabicyclo[2.2.1]heptane-3-carboxylate [C@H]12N[C@H]([C@H](CC1)C2)C(=O)OCC